tert-butyl (S)-2-(3-(4-(hex-2-en-1-yloxy)-3-(trifluoromethyl)phenyl)-1,2,4-oxadiazol-5-yl)pyrrolidine-1-carboxylate C(C=CCCC)OC1=C(C=C(C=C1)C1=NOC(=N1)[C@H]1N(CCC1)C(=O)OC(C)(C)C)C(F)(F)F